N1CCC(CC1)C1=CC=2C(=NC=CN2)N(C1)CC1=NC=CC=C1C(F)(F)F 7-(piperidin-4-yl)-5-((3-(trifluoromethyl)pyridin-2-yl)methyl)-5,6-dihydropyrido[2,3-b]pyrazine